trifluoromethyl-4,4'-benzidine FC(F)(F)C1=C(C=CC(=C1)N)C1=CC=C(N)C=C1